Potassium-Niobium SiliN [SiH]1=CC=CC=C1.[Nb].[K]